CS(=O)(=O)OCC12CC3CC(CC(C1)C3)C2 1-adamantylmethyl methanesulfonate